COC(CC[C@@H]1[C@](O)([C@@](O)([C@H](O[C@@H]2[C@H](OC(C)=O)[C@@H](OC(C)=O)[C@H](OC(C)=O)[C@H](O2)COC(C)=O)[C@H](O1)C(O)C(C)=O)C(C)=O)C(C)=O)=O.ClC1=C(C=C(C(=O)N)C=C1OCC1COC1)[N+](=O)[O-] 4-chloro-3-nitro-5-(oxetan-3-ylmethoxy)benzamide Methyl-3-[2,3,4,6-tetra-O-acetyl-α-D-glucopyranosyl-(1→4)-2,3,6-tri-acetyl-α-D-gluco-pyranosyl]propanoate